C(=O)(O)CCN1NC=C(C=C1)C=1N=NC=CC1 1-(2-carboxyethyl)-4-(pyridazin-3-yl)pyridazin